CN(C(C)C=1C=NC(=NC1)N1CCCCC1)C 1-(5-(1-(dimethylamino)ethyl)pyrimidin-2-yl)piperidin